C(C)OC=1C=C(CNC2=CN=C3N(C2=O)[C@@H](CC3)C(=O)OC(C)(C)C)C=CC1 tert-butyl (S)-3-((3-ethoxybenzyl)amino)-4-oxo-4,6,7,8-tetrahydropyrrolo[1,2-a]pyrimidine-6-carboxylate